ClC=1C=NC2=CC=C(C=C2C1)S(=O)(=O)NC1(CC1)C 3-chloro-N-(1-methylcyclopropyl)quinoline-6-sulfonamide